7-methyltetraethylenepentamine CN(CCNCCN)CCNCCN